(S)-2-(2-methoxyphenyl)-3-methyl-5-(3,4-dimethoxyphenyl)imidazole COC1=C(C=CC=C1)C1=NC(=CN1C)C1=CC(=C(C=C1)OC)OC